2-(5-bromo-1-((2-(trimethylsilyl)ethoxy)methyl)-1H-pyrrolo-[2,3-b]pyridin-3-yl)-2-cyclopropylacetaldehyde BrC=1C=C2C(=NC1)N(C=C2C(C=O)C2CC2)COCC[Si](C)(C)C